C1(CCC1)C(CC(CNC(OC(C)(C)C)=O)C)=O tert-butyl N-(4-cyclobutyl-2-methyl-4-oxo-butyl)carbamate